CC1=CC=CC(=N1)C1=C(C=NN1)C=1N=C2C=C(C=NC2=CC1)C(=O)OCCN(C)C 2-(dimethylamino)ethyl 6-[5-(6-methyl-2-pyridyl)-1H-pyrazol-4-yl]-1,5-naphthyridine-3-carboxylate